(4S)-4-amino-4-{[(1S)-2-carboxy-1-{[(1R)-1-carboxy-2-sulfanylethyl]carbamoyl}ethyl]carbamoyl}butanoic acid N[C@@H](CCC(=O)O)C(N[C@@H](CC(=O)O)C(N[C@@H](CS)C(=O)O)=O)=O